C(C1=CC=CC=C1)OC(=O)N1[C@@H]([C@H]2C([C@H]2C1)(C)C)C(N[C@H](CO)C[C@H]1C(NCCC1)=O)=O (1R,2S,5S)-2-(((S)-1-hydroxy-3-((S)-2-oxopiperidin-3-yl)propan-2-yl)carbamoyl)-6,6-dimethyl-3-azabicyclo[3.1.0]hexane-3-carboxylic acid benzyl ester